di-n-butyldimethoxytin C(CCC)[Sn](OC)(OC)CCCC